CN(C/C=C/C(=O)N1CC(C1)C=1OC2=C(C1)C=CC(=C2)C2=CC(=CC1=CC=CC=C21)O)C (E)-4-(dimethylamino)-1-(3-(6-(3-hydroxynaphthalen-1-yl)benzofuran-2-yl)azetidin-1-yl)but-2-en-1-one